Dansylazid S(=O)(=O)(C1=CC=CC=2C(N(C)C)=CC=CC12)N=[N+]=[N-]